N-(3-(3-(1-((1r,3r)-3-fluorocyclobutyl)-1H-pyrazol-4-yl)-2-methoxyphenyl)-1-methyl-1H-pyrazolo[3,4-c]pyridin-5-yl)cyclopropanecarboxamide FC1CC(C1)N1N=CC(=C1)C=1C(=C(C=CC1)C1=NN(C2=CN=C(C=C21)NC(=O)C2CC2)C)OC